FC(C(=O)O)(F)F.S(=O)(=O)(N)N sulfamide trifluoroacetate